(R)-N-(3-(3'-chloro-6-(difluoromethoxy)-5-((((5-oxopyrrolidin-2-yl)methyl)amino)methyl)-[2,4'-bipyridin]-2'-yl)-2-methylphenyl)-5-(((2-hydroxyethyl)amino)methyl)picolinamide ClC=1C(=NC=CC1C1=NC(=C(C=C1)CNC[C@@H]1NC(CC1)=O)OC(F)F)C=1C(=C(C=CC1)NC(C1=NC=C(C=C1)CNCCO)=O)C